CC1=C(C=C(C=C1)NC(C1=CC=C(C=C1)CN1CCN(CC1)C)=O)NC1=NC=CC(=N1)C=1C=NC=CC1C(F)(F)F N-(4-Methyl-3-((4-(4-(trifluoromethyl)pyridin-3-yl)pyrimidin-2-yl)amino)phenyl)-4-((4-methylpiperazin-1-yl)methyl)benzamide